N-(4-hydroxyphenyl)-2-naphthamide OC1=CC=C(C=C1)NC(=O)C1=CC2=CC=CC=C2C=C1